C12(CCC3=C(C=CC=C13)C(C)(O)C=1N=CN(C1)C(C1=CC=CC=C1)(C1=CC=CC=C1)C1=CC=CC=C1)CC2 1-(2',3'-dihydrospiro[cyclopropane-1,1'-indene]-4'-yl)-1-[1-(trityl)imidazol-4-yl]ethanol